FC(CN(C1=NC(NC2=CC=CC(=C12)F)=O)C1=C(C(=NC=C1)C#CC(C(F)(F)F)(C)C)F)F 4-[2,2-difluoroethyl-[3-fluoro-2-(4,4,4-trifluoro-3,3-dimethyl-but-1-ynyl)-4-pyridyl]amino]-5-fluoro-1H-quinazolin-2-one